ClC1=C(C=C(C=C1)F)N=C(N)C1=C(C=2N(N=C1)C=C(C2)C2=C(C=C(C=C2C)OC)C)N[C@@H]2CC[C@H](CC2)NC(OC(C)(C)C)=O tert-butyl N-[trans-4-[[3-[N'-(2-chloro-5-fluoro-phenyl)carbamimidoyl]-6-(4-methoxy-2,6-dimethyl-phenyl)pyrrolo[1,2-b]pyridazin-4-yl]amino]cyclohexyl]carbamate